BrC=1C=C2C(=NC1O[C@H]1[C@@H](COCC1)NS(=O)(=O)C1=CC=C(C=C1)C)N(C=C2)COCC[Si](C)(C)C N-[(3R,4R)-4-[(5-bromo-1-{[2-(trimethylsilyl)ethoxy]methyl}pyrrolo[2,3-b]pyridin-6-yl)oxy]oxan-3-yl]-4-methylbenzenesulfonamide